methyl 2-(5-chloro-2-fluoro-phenyl)-2-methyl-propanoate ClC=1C=CC(=C(C1)C(C(=O)OC)(C)C)F